(S)-3-(3-(4-hydroxy-1-methyl-2-oxo-1,2-dihydropyridin-3-yl)ureido)-3-(2'-methylbiphenyl-3-yl)propionic acid ethyl ester C(C)OC(C[C@@H](C=1C=C(C=CC1)C1=C(C=CC=C1)C)NC(=O)NC=1C(N(C=CC1O)C)=O)=O